1-((5-((1S)-1-fluoroethyl)-1,3,4-oxadiazol-2-yl)methyl)-6-(4-methoxypyrrolo[2,1-f][1,2,4]triazin-5-yl)-2-methyl-1H-imidazo[4,5-b]pyridine F[C@@H](C)C1=NN=C(O1)CN1C(=NC2=NC=C(C=C21)C=2C=CN1N=CN=C(C12)OC)C